C(CCC)OC(CCCCCCC(C)O)OCCCC 9,9-dibutyloxy-2-nonanol